C(C=1C(C(=O)[O-])=CC=CC1)(=O)[O-].[As+3].C(C=1C(C(=O)[O-])=CC=CC1)(=O)[O-].C(C=1C(C(=O)[O-])=CC=CC1)(=O)[O-].[As+3] arsenic phthalate